6-(4-(3-chloro-4-fluorophenyl)-1-(3,3-difluorocyclobutyl)-1H-imidazol-5-yl)imidazo[1,2-a]pyridine ClC=1C=C(C=CC1F)C=1N=CN(C1C=1C=CC=2N(C1)C=CN2)C2CC(C2)(F)F